2-(4-isopropyl-5-(8-methoxy-[1,2,4]triazolo[1,5-a]pyridin-6-yl)-1H-pyrazol-3-yl)-5-((1S,4S)-5-((tetrahydro-2H-pyran-4-yl)methyl)-2,5-diazabicyclo[2.2.1]hept-2-yl)thiazole Ytterbium [Yb].C(C)(C)C=1C(=NNC1C=1C=C(C=2N(C1)N=CN2)OC)C=2SC(=CN2)N2[C@@H]1CN([C@H](C2)C1)CC1CCOCC1